C1(CCC1)C1=CC=2N=C3N(CCN(C3)C(CCOCCC)=O)C2N=C1 1-(3-(3-cyclobutyl-8,9-dihydropyrido[3',2':4,5]imidazo[1,2-a]pyrazin-7(6H)-yl)-3-oxopropoxy)propan